FC1=CC=C(C=C1)S(=O)(=O)N1C=CC=2C1=CN=CC2C2=CC=C(C#N)C=C2 4-{1-[(4-Fluorophenyl)sulfonyl]-1H-pyrrolo[2,3-c]pyridin-4-yl}benzonitrile